CN([C@@H](C(C)C)C(=O)O)C(C1=NC=C(C=C1)NC(=O)C1[N@](C1)C(C1=CC=CC=C1)(C1=CC=CC=C1)C1=CC=CC=C1)=O N-methyl-N-(5-((S)-1-trityl-aziridine-2-carboxamido)picolinoyl)-L-valine